C(C)(C)S(=O)(=O)N1CCN(CC1)[C@H](CO)C (S)-2-(4-(isopropylsulfonyl)piperazin-1-yl)propan-1-ol